ClC=1C=C(C=CC1)N(C(OC(C)(C)C)=O)C tert-butyl N-(3-chlorophenyl)-N-methyl-carbamate